(R)-6-((4,6-dimethyl-2-oxo-1,2-dihydropyridin-3-yl)methyl)-2-(trans-4-(dimethylamino)cyclohexyl)-9-(furan-2-yl)-2,4-dimethyl-7,8-dihydro-[1,3]dioxolo[4,5-g]isoquinolin-5(6H)-one CC1=C(C(NC(=C1)C)=O)CN1C(C=2C(=C3C(=C(C2CC1)C=1OC=CC1)O[C@](O3)(C)[C@@H]3CC[C@H](CC3)N(C)C)C)=O